N1N=NC2=C1C=CC(=C2)CNC(=O)C2[C@H]1CN(C[C@@H]2C1)C(=O)OCC1=CC(=CC(=C1)C(F)(F)F)C(F)(F)F 3,5-bis(trifluoromethyl)benzyl (1R,5S,6r)-6-(((1H-benzo[d][1,2,3]triazol-5-yl)methyl)carbamoyl)-3-azabicyclo[3.1.1]heptane-3-carboxylate